C([C@@H](O)CC(=O)OC)(=O)OC dimethyl L-malate